bis(dioxo-dihydro-2-benzofuran-5-yl)benzene O=C1OC(C2=C1C=C(C=C2)C2=C(C=CC=C2)C2=CC1=C(C(OC1=O)=O)C=C2)=O